NC1=C2N=CN(C2=NC=N1)[C@H]1[C@@H]2OP(OC[C@@H]3[C@@H](OP(OC[C@@H](O1)[C@H]2O)([O-])=O)C[C@@H](O3)N3C2=NC=NC(=C2N=C3)N)([O-])=O (5R,7R,8R,12aR,14R,15aS,16R)-7,14-bis(6-amino-9H-purin-9-yl)-16-hydroxyoctahydro-12H-5,8-methanofuro[3,2-l][1,3,6,9,11,2,10]pentaoxadiphosphacyclotetradecine-2,10-diolate 2,10-dioxide